S1C=C(C(=C1)CO)CO thiophene-3,4-diyl-dimethanol